N1N=CC(=C1)C=1C(=C(C=CC1C(F)(F)F)C(=O)C1=C(C(=C(C=C1)C(F)(F)F)C=1C=NNC1)S(=O)(=O)C)S(=O)(=O)C pyrazol-4-yl-2-(methyl sulfonyl)-4-(trifluoromethyl)phenyl ketone